ClC1=C(C(=O)O)C=CC=C1OCCF 2-chloro-3-(2-fluoroethoxy)benzoic acid